CON(C(C(C(C)C)NC(C(CC=1C=C(C=CC1)C)NC(OC(C)(C)C)=O)=O)=O)C tert-butyl (1-((1-(methoxy(methyl)amino)-3-methyl-1-oxobutan-2-yl)amino)-1-oxo-3-(m-tolyl)propan-2-yl)carbamate